γ-methacryloxypropyltriisopropoxysilane C(C(=C)C)(=O)OCCC[Si](OC(C)C)(OC(C)C)OC(C)C